Hydroxy-deoxyguanosine O[C@@]1(C[C@H](O)[C@@H](CO)O1)N1C=NC=2C(=O)NC(N)=NC12